FC1=C(C(=O)NC(NCC=2N=CN(C2)COCC[Si](C)(C)C)=O)C=CC(=C1)C(F)(F)F 2-fluoro-4-(trifluoromethyl)-N-(((1-((2-(trimethylsilyl)ethoxy)methyl)-1H-imidazol-4-yl)methyl)carbamoyl)benzamide